5-[4-[(3S)-1-(3-fluoropropyl)pyrrolidin-3-yl]oxyphenyl]-6-(4-pyrrolidin-1-ylphenyl)-8,9-dihydro-7H-benzo[7]annulen-2-ol FCCCN1C[C@H](CC1)OC1=CC=C(C=C1)C1=C(CCCC2=C1C=CC(=C2)O)C2=CC=C(C=C2)N2CCCC2